sodium glutamate salt N[C@@H](CCC(=O)[O-])C(=O)[O-].[Na+].[Na+]